ClC=1C=C(CNC(=O)C2(CCN(CC2)C(=O)OC(C)(C)C)F)C=CC1 tert-butyl 4-((3-chlorobenzyl) carbamoyl)-4-fluoropiperidine-1-carboxylate